tert-butyl 5-(1-tert-butoxycarbonyl-3,4-dihydro-2H-pyridin-6-yl)Indazole-1-carboxylate C(C)(C)(C)OC(=O)N1CCCC=C1C=1C=C2C=NN(C2=CC1)C(=O)OC(C)(C)C